S(=O)(=O)([O-])[O-].OC=1C=C(C=CC1O)[C@H]1OC2=CC(=CC(=C2C[C@H]1O)O)[NH3+].OC=1C=C(C=CC1O)[C@H]1OC2=CC(=CC(=C2C[C@H]1O)O)[NH3+] (2R,3R)-2-(3',4'-Dihydroxyphenyl)-3,5-dihydroxychroman-7-yl-ammonium sulfate